4-(2-naphthyl)-5-ethoxycarbonyl-6-methyl-3,4-dihydropyrimidine-2(1H)-one C1=C(C=CC2=CC=CC=C12)C1NC(NC(=C1C(=O)OCC)C)=O